(R)-7-(1H-pyrazol-3-yl)-N4-(spiro[2.2]pentan-1-yl)quinazoline-2,4-diamine N1N=C(C=C1)C1=CC=C2C(=NC(=NC2=C1)N)N[C@@H]1CC12CC2